N-(5-((5-chloropyridin-2-yl)methoxy)-1,3,4-thiadiazol-2-yl)-3-(2-(difluoromethoxy)-6-fluorophenyl)isonicotinamide ClC=1C=CC(=NC1)COC1=NN=C(S1)NC(C1=C(C=NC=C1)C1=C(C=CC=C1F)OC(F)F)=O